C(C)C(C(=O)NC=1C=CC(=C2C=CC=NC12)I)C=C 2-Ethyl-N-(5-iodoquinolin-8-yl)but-3-enamide